2-(3-oxocyclopentyl)-1H-pyrrole-1-carboxylic acid tert-butyl ester C(C)(C)(C)OC(=O)N1C(=CC=C1)C1CC(CC1)=O